BrC1=CN(C=2N=CN=C(C21)N2[C@H](CN(CC2)C(=O)OC(C)(C)C)C)C2=NC=CC(=C2)Cl tert-butyl (S)-4-(5-bromo-7-(4-chloropyridin-2-yl)-7H-pyrrolo[2,3-d]pyrimidin-4-yl)-3-methylpiperazine-1-carboxylate